C1(CC1)CNC1=CC=NC=2N1N=C(C2C2=NC=C(N=C2)OCC(C(F)(F)F)(F)F)SCC N-(cyclopropylmethyl)-2-(ethylthio)-3-(5-(2,2,3,3,3-pentafluoropropoxy)pyrazin-2-yl)pyrazolo[1,5-a]pyrimidin-7-amine